OCCC1=C(C=CC=C1)C1=C(C(=NN1)C(=O)OCC)C(F)(F)F ethyl 5-(2-(2-hydroxyethyl)phenyl)-4-(trifluoromethyl)-1H-pyrazole-3-carboxylate